C1(=CC=CC=C1)S(=O)(=O)OC(CCC)CCCCCCCC.[Na] sodium 4-dodecyl benzenesulfonate